BrC1=CC(=C(OCC2(CC2)C#N)C(=C1)F)F ((4-bromo-2,6-difluorophenoxy)methyl)cyclopropanecarbonitrile